3-hydroxy-4-methoxybenzaldehyde oxime OC=1C=C(C=NO)C=CC1OC